NC1=C(C=CC(=C1)OC(F)(F)F)C(=O)N1CCC(CC1)C1=C2C(=NC=C1)NC(=N2)C2COCC2 [2-amino-4-(trifluoromethoxy)phenyl]-[4-[2-[tetrahydrofuran-3-yl]-3H-imidazo[4,5-b]pyridin-7-yl]-1-piperidyl]methanone